COC1=NC(=NN2C1=C(C=C2)C=2C=C1C=CC=NC1=CC2)NC2CC(C2)(C)NC(C)=O N-(cis-3-((4-methoxy-5-(quinolin-6-yl)pyrrolo[2,1-f][1,2,4]triazin-2-yl)amino)-1-methylcyclobutyl)acetamide